C1(=CC=CC=C1)N1CC=CC2=CC=CC=C12 N-phenyl-quinoline